2-(1H-indol-3-yl)-N,N-bis(methyl-d3)ethan-1-amine-1,1,2,2-d4 N1C=C(C2=CC=CC=C12)C(C(N(C([2H])([2H])[2H])C([2H])([2H])[2H])([2H])[2H])([2H])[2H]